dioxo-1,2,3,5,6,8,10,13a-octahydrocyclopenta[b][1,3]oxazolo[3,2-a]pyrido[1,2-d]pyrazine O=C1C(C2C3(N(CC=4N2C=CCC4)CCO3)C1)=O